3-(indolin-2-yl)-5'-methyl-4-pentyl-2'-(prop-1-en-2-yl)-1',2',3',4'-tetrahydro-[1,1'-biphenyl]-2,6-diol N1C(CC2=CC=CC=C12)C1=C(C(=C(C=C1CCCCC)O)C1C(CCC(=C1)C)C(=C)C)O